(1r,3r)-ethyl 3-(3-((1-(4-chlorophenyl)-2-oxo-2-(6-(trifluoromethoxy)-indolin-1-yl)ethyl)amino)-5-methoxyphenoxy)cyclobutanecarboxylate ClC1=CC=C(C=C1)[C@H](C(N1CCC2=CC=C(C=C12)OC(F)(F)F)=O)NC=1C=C(OC2CC(C2)C(=O)OCC)C=C(C1)OC